5-Amino-3-(4-chloro-2,3-difluoro-phenyl)-1-tetrahydrofuran-3-yl-pyrazole-4-carbonitrile NC1=C(C(=NN1C1COCC1)C1=C(C(=C(C=C1)Cl)F)F)C#N